tert-butyl 5-bromo-1,3-dihydro-2H-isoindole-2-carboxylate BrC=1C=C2CN(CC2=CC1)C(=O)OC(C)(C)C